OC[C@H](C1=CC=CC=C1)NC1=NC(=NC=C1C=1OC=NN1)NC1=CC=C2C(=N1)N(NC2=O)C(C)C (S)-6-((4-((2-hydroxy-1-phenylethyl)amino)-5-(1,3,4-oxadiazol-2-yl)pyrimidin-2-yl)amino)-1-isopropyl-1,2-dihydro-3H-pyrazolo[3,4-b]pyridin-3-one